1-[3-[4-[3-[3-amino-6-(2-hydroxyphenyl)pyridazin-4-yl]-3,8-diazabicyclo[3.2.1]octan-8-yl]-2-pyridyl]prop-2-ynyl]-6-methyl-azepan-4-ol NC=1N=NC(=CC1N1CC2CCC(C1)N2C2=CC(=NC=C2)C#CCN2CCC(CC(C2)C)O)C2=C(C=CC=C2)O